3-[(4R)-2-oxooxazolidin-4-yl]Propionic acid methyl ester COC(CC[C@H]1NC(OC1)=O)=O